(S)-3,5-dichloro-4-(2-(3-(cyclopropylmethoxy)-4-(difluoromethoxy)phenyl)-2-(2-methoxy-5-(methylsulfonylaminomethyl)benzoyloxy)-ethyl)pyridine 1-oxide ClC=1C=[N+](C=C(C1C[C@H](OC(C1=C(C=CC(=C1)CNS(=O)(=O)C)OC)=O)C1=CC(=C(C=C1)OC(F)F)OCC1CC1)Cl)[O-]